2-(((2S,4a'R,7'R,8'S,8a'R)-2',2'-dimethyl-8'-(4-(3,4,5-trifluorophenyl)-1H-1,2,3-triazol-1-yl)hexahydro-3H,4'H-spiro[furan-2,6'-pyrano[3,2-d][1,3]dioxine]-7'-yl)oxy)-N-phenylacetamide CC1(OC[C@@H]2[C@H](O1)[C@@H]([C@H]([C@]1(O2)OCCC1)OCC(=O)NC1=CC=CC=C1)N1N=NC(=C1)C1=CC(=C(C(=C1)F)F)F)C